NC=1N=NC(=CC1N1CC2CCC(C1)N2CC2=C(C=CC=C2)N2C(NC(CC2)=O)=O)C2=C(C=CC(=C2)F)O 1-(2-((3-(3-amino-6-(5-fluoro-2-hydroxyphenyl)pyridazin-4-yl)-3,8-diazabicyclo[3.2.1]octan-8-yl)methyl)phenyl)dihydropyrimidine-2,4(1H,3H)-dione